NC=1C=2N(C(=CC1)C1=CN(C=3N=CN=C(C31)N(C(OC(C)(C)C)=O)C(=O)OC(C)(C)C)C3CC3)C=C(N2)C tert-butyl (5-(8-amino-2-methylimidazo[1,2-a]pyridin-5-yl)-7-cyclopropyl-7H-pyrrolo[2,3-d]pyrimidin-4-yl)(tert-butoxycarbonyl)carbamate